4-methyl-5-nitrotetrazole CN1N=NN=C1[N+](=O)[O-]